(Z)-2-Methyl-2-butenoic acid ((2S,3R,4R)-2-phenyl-4-(4-(trifluoromethyl)benzyl)-tetrahydrofuran-3-yl)methyl ester C1(=CC=CC=C1)[C@H]1OC[C@@H]([C@@H]1COC(\C(=C/C)\C)=O)CC1=CC=C(C=C1)C(F)(F)F